ClC=1C=C(NC2(CCC3(C(=CC4=CC=CC=C34)C3CCC3)CC2)C(=O)O)C=CC1 (1r,4r)-4-(3-chloroanilino)-2'-cyclobutylspiro[cyclohexane-1,1'-indene]-4-carboxylic acid